C(=C\CCC)/B(O)O (E)-pent-1-en-1-ylboronic acid